N-{6-[(5-cyclopropyl-1H-pyrazol-3-yl)amino]-5-methoxy-1,2-benzoxazol-3-yl}-4-[1-(3-fluoroazetidin-1-yl)ethyl]-2,6-dimethoxybenzene-1-sulfonamide C1(CC1)C1=CC(=NN1)NC1=CC2=C(C(=NO2)NS(=O)(=O)C2=C(C=C(C=C2OC)C(C)N2CC(C2)F)OC)C=C1OC